COC=1C2=C(N=C(N1)NC1CCN(CC1)C)NC=C2C=2C=CC1=C(N(N=N1)C)C2 4-Methoxy-5-(1-methyl-1H-benzo[d][1,2,3]triazol-6-yl)-N-(1-methylpiperidin-4-yl)-7H-pyrrolo[2,3-d]pyrimidin-2-amine